ClC1=C(OCC(COC(C2=CC=CC=C2)=O)(F)F)C(=CC(=C1)C1=NNC(CC1C)=O)C Benzoic acid 3-[2-chloro-6-methyl-4-(4-methyl-6-oxo-4,5-dihydro-1H-pyridazin-3-yl) phenoxy]-2,2-Difluoropropyl ester